N-(4-fluoro-2-methylphenyl)-3-methyl-2-(2,2,2-trifluoroacetamido)butanamide FC1=CC(=C(C=C1)NC(C(C(C)C)NC(C(F)(F)F)=O)=O)C